CN(S(=O)(=O)C=1C=CC2=C(NC(CN(S2(=O)=O)C2=C(C=CC=C2)N2CCCCC2)=O)C1)C N,N-dimethyl-4-oxo-2-(2-(piperidin-1-yl)phenyl)-2,3,4,5-tetrahydrobenzo[f][1,2,5]thiadiazepine-7-sulfonamide 1,1-dioxide